BrC1=C(C=CC=C1)C1=NC=C(C(=N1)O)C(=O)[O-] 2-o-bromophenyl-4-hydroxy-5-pyrimidinecarboxylate